O=C1NC(CCC1N1C(C2=CC=CC(=C2C1)SCCCN1CCN(CC1)C1CCN(CC1)C1=CC=C2CN(C(C2=C1)=O)C(C(=O)NC=1SC=CN1)C1=C(C=CC(=C1)F)O)=O)=O 2-(6-(4-(4-(3-((2-(2,6-dioxopiperidin-3-yl)-1-oxoisoindolin-4-yl)thio)propyl)piperazin-1-yl)piperidin-1-yl)-1-oxoisoindolin-2-yl)-2-(5-fluoro-2-hydroxyphenyl)-N-(thiazol-2-yl)acetamide